COC=1C=C(C=CC1F)[C@H](C)NC(=O)C=1C(N(N=C(C1)C1=CC=C(C=C1)Cl)C=1C=NN(C1)C)=O (S)-N-(1-(3-methoxy-4-fluorophenyl)ethyl)-6-(4-chlorophenyl)-2-(1-methyl-1H-pyrazol-4-yl)-3-oxo-2,3-dihydropyridazine-4-carboxamide